4-(2-{[2-(2-Methoxyphenyl)ethyl]amino}ethyl)benzonitril COC1=C(C=CC=C1)CCNCCC1=CC=C(C#N)C=C1